Methyl [5-bromo-3-((S)-2-methoxy-1-methyl-ethyl)-2,4-dioxo-3,4-dihydro-2H-pyrimidin-1-yl]-acetate BrC=1C(N(C(N(C1)CC(=O)OC)=O)[C@H](COC)C)=O